C1=NC=CC2=CC(=CC=C12)NC([C@H](CN(C(OC(C)(C)C)=O)CCOCCOCCOCCNC)C1=CC=CC=C1)=O Tert-butyl (S)-(3-(isoquinolin-6-ylamino)-3-oxo-2-phenylpropyl)(5,8,11-trioxa-2-azatridecan-13-yl)carbamate